C(#N)C=1C=C(C(=O)NCCC(=O)NC=2SC(=C(N2)C)C(=O)OCCC)C=C(C1)C(=O)OC propyl 2-(3-(3-cyano-5-(methoxycarbonyl) benzoylamino) propionylamino)-4-methylthiazole-5-carboxylate